tert-Butyl (3-(2,2-difluoro-1-hydroxyethyl)piperidin-3-yl)carbamate FC(C(O)C1(CNCCC1)NC(OC(C)(C)C)=O)F